ClC1=C(C=C(C=C1)F)C1NC(C2=C3C(=CC(=C12)NC(C1=CC(=CC(=C1)C(F)(F)F)F)=O)NC(O3)=O)=O N-(6-(2-chloro-5-fluorophenyl)-2,8-dioxo-3,6,7,8-tetrahydro-2H-oxazolo[5,4-e]isoindol-5-yl)-3-fluoro-5-(trifluoromethyl)benzamide